N-(1-hydroxy-prop-2-yl)-3-oxo-2-(pyridin-3-yl)-6-[4-(trifluoromethyl)phenyl]-2,3-dihydropyridazine-4-carboxamide OCC(C)NC(=O)C=1C(N(N=C(C1)C1=CC=C(C=C1)C(F)(F)F)C=1C=NC=CC1)=O